C(C)(C)(C)OC(=O)N(C(=O)OC(C)(C)C)C1=NC=C(C(=C1)C=1C=C(N2CC(CC12)(C)C)C(N(C)C)=O)Cl (5-chloro-4-(5-(dimethylcarbamoyl)-2,2-dimethyl-2,3-dihydro-1H-pyrrolizin-7-yl)pyridin-2-yl)iminodicarboxylic acid di-tert-butyl ester